trifluoro-tolueneethylamine chloride [Cl-].FC1=C(C(CCN)(F)F)C=CC=C1